CN(CC/C=C/S(=O)(=O)NC(NC1=C2CCCC2=CC=2CCCC12)=O)C (E)-4-(dimethylamino)-N-((1,2,3,5,6,7-hexahydro-s-indacen-4-yl)carbamoyl)but-1-ene-1-sulfonamide